FC1=C(C=CC(=C1)F)N1N=CC(=C1)C(=O)O 1-(2,4-difluorophenyl)-1H-pyrazole-4-carboxylic acid